ClC1=CC(=C(C=C1)[C@@]1(OC2=C(O1)C=CC=C2C2CCN(CC2)CC=2N(C(=C(N2)C(F)(F)F)/C=C/C(=O)O)C[C@H]2OCC2)C)F (E)-3-(2-((4-((S)-2-(4-chloro-2-fluorophenyl)-2-methylbenzo[d][1,3]dioxol-4-yl)piperidin-1-yl)methyl)-1-(((S)-oxetan-2-yl)methyl)-4-(trifluoromethyl)-1H-imidazol-5-yl)acrylic acid